2-[3-bromo-5-(2,6-dimethylphenyl)-4-methoxyphenyl]-1,3-dioxolane BrC=1C=C(C=C(C1OC)C1=C(C=CC=C1C)C)C1OCCO1